(R)-3-chlorotetrahydrofuran Cl[C@H]1COCC1